CNC(C1=C(C=CC=C1)NC1=NC(=NC=C1C(F)(F)F)NC1=CC=C(C=C1)C=1C=NN(C1)C1CCOCC1)=O N-methyl-2-{[2-({4-[1-(3,4,5,6-tetrahydro-2H-pyran-4-yl)pyrazol-4-yl]phenyl}amino)-5-(trifluoromethyl)pyrimidin-4-yl]amino}benzamide